C1(=CC=CC=C1)C=1C(=C(C=2CC3=CC=CC=C3C2C1)C1=CC=CC=C1)C1=CC=CC=C1 triphenyl-9H-fluorene